5-(2,6-dichloro-4-(6-(difluoromethyl)-3,5-dioxo-4,5-dihydro-1,2,4-triazin-2(3H)-yl)phenoxy)-2-hydroxy-N-(((1s,3s)-3-hydroxycyclobutyl)methyl)benzenesulfonamide ClC1=C(OC=2C=CC(=C(C2)S(=O)(=O)NCC2CC(C2)O)O)C(=CC(=C1)N1N=C(C(NC1=O)=O)C(F)F)Cl